tert-butyl 6-(7-cyano-8-(5-methyl-1H-indazol-4-yl)-[1,2,4]triazolo[1,5-a]pyridin-6-yl)-2,6-diazaspiro[3.4]octane-2-carboxylate C(#N)C1=C(C=2N(C=C1N1CC3(CN(C3)C(=O)OC(C)(C)C)CC1)N=CN2)C2=C1C=NNC1=CC=C2C